(3-hydroxyphenyl)(2-(pyrrolidin-2-yl)thiazol-4-yl)methanone HCl salt Cl.OC=1C=C(C=CC1)C(=O)C=1N=C(SC1)C1NCCC1